CC1=C(C(=O)NC2(CC2)C2=C3C=CC=NC3=CC(=C2)C=2SC(=NN2)C)C=C(C=C1)OC[C@H]1N(CC1)C (S)-2-Methyl-N-(1-(7-(5-methyl-1,3,4-thiadiazol-2-yl)quinolin-5-yl)cyclopropyl)-5-((1-methylazetidin-2-yl)methoxy)benzamide